BrC1=CC(=NC=C1)C(=O)N(CC1=CC=C(C=C1)OC)CC1=CC=C(C=C1)OC 4-Bromo-N,N-bis(4-methoxybenzyl)pyridine-2-carboxamide